strontium methanesulfinate CS(=O)[O-].[Sr+2].CS(=O)[O-]